2-(4-carboxyphenoxy)-4,6-dichloro-1,3,5-triazine C(=O)(O)C1=CC=C(OC2=NC(=NC(=N2)Cl)Cl)C=C1